1,1'-(3,3'-dichloro[1,1'-biphenyl]-4,4'-diyl)bis{4-trifluoroacetylamino-3-[(E)-diazenyl]naphthalene-1-sulfonic acid} ClC=1C=C(C=CC1C1(CC(=C(C2=CC=CC=C12)NC(C(F)(F)F)=O)\N=N\[H])S(=O)(=O)O)C1=CC(=C(C=C1)C1(CC(=C(C2=CC=CC=C12)NC(C(F)(F)F)=O)\N=N\[H])S(=O)(=O)O)Cl